(S)-2-amino-4-(2-formylaminophenyl)-4-oxobutanoate N[C@H](C(=O)[O-])CC(=O)C1=C(C=CC=C1)NC=O